CC(C=C)(C)C 3-methyl-i-pentene